C(C)(C)(C)C1=CC(=C(C=C1Cl)C=1NC(=C(C(C1C=1OC=C(N1)C)=O)C)C)C 2-(4-tert-butyl-5-chloro-2-methyl-phenyl)-5,6-dimethyl-3-(4-methyloxazol-2-yl)-1H-pyridin-4-one